3-(5-(((3r,4s)-4-aminotetrahydrofuran-3-yl)oxy)-1-oxoisoindolin-2-yl)piperidine-2,6-dione N[C@@H]1[C@H](COC1)OC=1C=C2CN(C(C2=CC1)=O)C1C(NC(CC1)=O)=O